OC1=C(C(N(C(C1)C1=CC=C(C=C1)C(F)(F)F)C)=O)C(=O)NC1=CC=C(C=C1)C(F)(F)F 4-hydroxy-1-methyl-2-oxo-N,6-bis(4-(trifluoromethyl)phenyl)-1,2,5,6-Tetrahydropyridine-3-carboxamide